N,3-Dimethylbenzofuran-2-carboxamide CNC(=O)C=1OC2=C(C1C)C=CC=C2